C(C)(C)(C)OC(N[C@@H](C)[C@H](C)O)=O ((2S,3S)-3-hydroxybut-2-yl)carbamic acid tert-butyl ester